ClC=1C=CC(=C(C1)C1=CC=C(C=C1)C[C@H](C[C@@](C(=O)OCC1=CC=CC=C1)(C)COCC)NC(=O)C1=CC(=NO1)OCC1=CC=C(C=C1)OC)F benzyl (2S,4R)-5-(5'-chloro-2'-fluoro-[1,1'-biphenyl]-4-yl)-2-(ethoxymethyl)-4-(3-((4-methoxybenzyl)oxy)isoxazole-5-carboxamido)-2-methylpentanoate